4-Benzyl-2-(chloromethyl)morpholine C(C1=CC=CC=C1)N1CC(OCC1)CCl